3-((2-(piperidin-1-yl)pyrimidin-4-yl)oxy)pyrrolidin N1(CCCCC1)C1=NC=CC(=N1)OC1CNCC1